O[C@@H](C(=O)N1[C@@H]2[C@H](C[C@H]1C(=O)N[C@@H](C[C@H]1C(NCC1)=O)C(COC(F)(F)F)=O)CCC2)CC (2S,3as,6as)-1-((R)-2-hydroxybutyryl)-N-((S)-3-oxo-1-((S)-2-oxopyrrolidin-3-yl)-4-(trifluoromethoxy)butan-2-yl)octahydrocyclopenta[b]pyrrole-2-carboxamide